tert-butyl (rac)-4-(4-bromophenoxy)azepane-1-carboxylate BrC1=CC=C(O[C@H]2CCN(CCC2)C(=O)OC(C)(C)C)C=C1 |r|